tert-butyl (S)-(1-((cyanomethyl)amino)-3-(6-(4-methylpiperazin-1-yl)benzo[d]oxazol-2-yl)-1-oxopropan-2-yl)carbamate C(#N)CNC([C@H](CC=1OC2=C(N1)C=CC(=C2)N2CCN(CC2)C)NC(OC(C)(C)C)=O)=O